CC1(OB(OC1(C)C)C1=CC2=C(N=CS2)C=C1)C 6-(4,4,5,5-tetramethyl-1,3,2-dioxaborolane-2-yl)-1,3-benzothiazole